9-(cyclohexylmethyl)-3-methyl-1,5,9-triazacyclododecan C1(CCCCC1)CN1CCCNCC(CNCCC1)C